di(hexyldecyl) ether C(CCCCC)C(CCCCCCCCC)OC(CCCCCCCCC)CCCCCC